Cl.FC1=CC=C(C=C1)C1=C(COC2=CC=C(C=C12)OC)CN1CCCC1 1-((4-(4-fluorophenyl)-6-methoxy-2H-chromen-3-yl)methyl)pyrrolidine hydrochloride